OC[C@H](C)NC1=NC=C(C(=N1)NC1CCC(CC1)C(=O)N)[N+](=O)[O-] (1R,4s)-4-((2-(((S)-1-hydroxypropan-2-yl)amino)-5-nitropyrimidin-4-yl)amino)cyclohexane-1-carboxamide